2-[4-(4-methoxy-phenyl)-piperazin-1-yl]-5,6,7,8-tetrahydro-3H-quinazolin-4-one COC1=CC=C(C=C1)N1CCN(CC1)C1=NC=2CCCCC2C(N1)=O